C(#N)C1=CC=C(C(=N1)C)N1C=NC(=C1)C1=NC(=NC=C1C(F)(F)F)NC1CCN(CC1)C(=O)OC(C)(C)C tert-Butyl 4-((4-(1-(6-cyano-2-methylpyridin-3-yl)-1H-imidazol-4-yl)-5-(trifluoromethyl)pyrimidin-2-yl)amino)piperidine-1-carboxylate